C1(CC1)NC1=NC2=CC=C(C=C2C(=N1)NC(C)C1=NC(=NO1)C)C1=CC=C(C=C1)F N2-cyclopropyl-6-(4-fluorophenyl)-N4-[1-(3-methyl-1,2,4-oxadiazol-5-yl)ethyl]quinazoline-2,4-diamine